Methyl 2-(5-methyl-2-oxopyridin-1(2H)-yl)-2-phenylacetate CC=1C=CC(N(C1)C(C(=O)OC)C1=CC=CC=C1)=O